FC1(CCC2=C1N=C(N=C2C2=CC=C(C=C2)C2(COC2)NC(OCC2=CC=CC=C2)=O)N2[C@H]([C@@H](C2)F)C)F benzyl (3-(4-(7,7-difluoro-2-((2S,3R)-3-fluoro-2-methylazetidin-1-yl)-6,7-dihydro-5H-cyclopenta[d]pyrimidin-4-yl)phenyl)oxetan-3-yl)carbamate